ClC=1C(=NC=C(C1)C(F)(F)F)C(=C)C1=NNC2=NC(=CN=C21)N2CCC1(CC2)[C@@H](C2=CC=CC=C2C1)N (S)-1'-(3-(1-(3-chloro-5-(trifluoromethyl)pyridin-2-yl)vinyl)-1H-pyrazolo[3,4-b]pyrazin-6-yl)-1,3-dihydro-spiro[inden-2,4'-piperidin]-1-amine